methyl 2-fluoro-4-hydroxy-5-(2-trimethylsilylethynyl)benzoate FC1=C(C(=O)OC)C=C(C(=C1)O)C#C[Si](C)(C)C